N-phenyl-N-(1-(2-phenylacetyl)piperidin-4-yl)propanamide C1(=CC=CC=C1)N(C(CC)=O)C1CCN(CC1)C(CC1=CC=CC=C1)=O